S1C=C(C=C1)CC(=O)O thiophene-3-yl-acetic acid